C(C)(=O)O[C@H]1[C@H](O[C@H]([C@@H]([C@H]1OC(C)=O)OC(C)=O)O[C@@H]1[C@H](O[C@H]([C@@H]([C@H]1OC(C)=O)OC(C)=O)OCCCCCCN=[N+]=[N-])COC(C)=O)COC(C)=O (2R,3S,4S,5R,6S)-2-(acetoxymethyl)-6-(((2R,3R,4S,5R,6R)-4,5-diacetoxy-2-(acetoxymethyl)-6-((6-azidohexyl)oxy)tetrahydro-2H-pyran-3-yl)oxy)tetrahydro-2H-pyran-3,4,5-triyl triacetate